N12N=CC=3C(NCCSC4=C(COC(=NC31)C=C2)C=CC=C4)=O 6,7-dihydro-13H-1,15-ethenopyrazolo[4,3-f][10,1,4,8]benzoxathiadiazacyclotridecin-4(5H)-one